1-(2-amino-6-methylpyrimidin-4-yl)-4-(4-fluorophenyl)piperidin-4-ol NC1=NC(=CC(=N1)N1CCC(CC1)(O)C1=CC=C(C=C1)F)C